hexadecyldimethyl-(3-sulfopropyl)ammonium hydroxide [OH-].C(CCCCCCCCCCCCCCC)[N+](CCCS(=O)(=O)O)(C)C